1-Methyl-2-(6-trifluoromethoxy-benzothiazol-2-ylamino)-1H-benzoimidazole-5-carboxylic acid [2-(3-fluoro-propoxy)-ethyl]-amide FCCCOCCNC(=O)C1=CC2=C(N(C(=N2)NC=2SC3=C(N2)C=CC(=C3)OC(F)(F)F)C)C=C1